F[C@]1(CN(CCC1)C1=NC(=CC(=N1)NC(C1=C(C=C(C=C1)NS(=O)(=O)CCO)N1CCC2(CC2)CC1)=O)C)C (R)-N-(2-(3-Fluoro-3-methylpiperidin-1-yl)-6-methylpyrimidin-4-yl)-4-((2-hydroxyethyl)sulfonamido)-2-(6-azaspiro[2.5]octan-6-yl)benzamide